(E)-methyl 2-(2'-bromomethylphenyl)-2-methoxyiminoacetate BrCC1=C(C=CC=C1)\C(\C(=O)OC)=N/OC